N1C(=NC2=C1C=CC=C2)CNC2=NC(=NC=1N2N=CC1Br)N1C[C@@H](CC1)NC(OC(C)(C)C)=O Tert-butyl [(3R)-1-(4-{[(1H-benzimidazol-2-yl)methyl]amino}-8-bromopyrazolo[1,5-a][1,3,5]triazin-2-yl)pyrrolidin-3-yl]carbamate